O=C1NC(CCC1N1C(C2=CC=C(C=C2C1=O)N1CC2(C1)CC(C2)CO)=O)=O 2-(2,6-dioxo-3-piperidyl)-5-[6-(hydroxymethyl)-2-azaspiro[3.3]heptan-2-yl]isoindoline-1,3-dione